3-(4-Cyano-3-(trifluoromethyl)phenyl)-N-(4-cyano-3-fluorophenyl)-2-(trifluoromethyl)oxazolidin-5-carboxamid C(#N)C1=C(C=C(C=C1)N1C(OC(C1)C(=O)NC1=CC(=C(C=C1)C#N)F)C(F)(F)F)C(F)(F)F